[4-[6-(2-methoxyphenyl)imidazo[1,2-b]pyridazin-3-yl]phenyl]methanol COC1=C(C=CC=C1)C=1C=CC=2N(N1)C(=CN2)C2=CC=C(C=C2)CO